5-ethynyl-2,2-dimethyl-1,3-dioxolane C(#C)C1COC(O1)(C)C